11(S)-Hydroxyeicosatetraenoic acid O[C@H](CC=CC=CC=CC=CC(=O)O)CCCCCCCCC